FC(C1=NC(=NO1)C1=CC=C(OCN2N=CC(=C2)C(=O)OCC)C=C1)(F)F ethyl 1-[[4-[5-(trifluoromethyl)-1,2,4-oxadiazol-3-yl]phenoxy]methyl]pyrazole-4-carboxylate